N-((R)-1-((R)-3-hydroxypyrrolidin-1-yl)propan-2-yl)-7-oxo-7H-benzo[h]pyrido[2,1-b]quinazoline-12-carboxamide hydrochloride Cl.O[C@H]1CN(CC1)C[C@@H](C)NC(=O)C1=CC=CN2C1=NC=1C3=C(C=CC1C2=O)C=CC=C3